C(C1=CC=CC=C1)OC=1C=C(C=CC1C(NOCC1=CC=CC=C1)=O)N(C(=O)[C@@H]1N(CC1)S(=O)(=O)C1=C(C(=C(C(=C1F)F)F)F)F)CC1=CC=C(C=C1)C1CCOCC1 (R)-N-(3-(benzyloxy)-4-((benzyloxy)carbamoyl)phenyl)-1-((perfluorophenyl)sulfonyl)-N-(4-(tetrahydro-2H-pyran-4-yl)benzyl)azetidine-2-carboxamide